Tert-butyl 4-(6-(5-mercapto-6-methoxypyridin-3-yl)quinazolin-4-yl)piperazine-1-carboxylate SC=1C=C(C=NC1OC)C=1C=C2C(=NC=NC2=CC1)N1CCN(CC1)C(=O)OC(C)(C)C